ClC=1C(=C2C=NNC2=C(C1F)NC(C)C)C=1N=CC=2N(C1)C=C(N2)NC(CO)=O N-(6-(5-chloro-6-fluoro-7-(isopropylamino)-1H-indazol-4-yl)imidazo[1,2-a]pyrazin-2-yl)-2-hydroxyacetamide